OC(C)C=1C=NC=CC1 3-(1-hydroxyethyl)pyridine